(±)-1-Chloro-2-((methylsulfinyl)methyl)-4-nitrobenzene ClC1=C(C=C(C=C1)[N+](=O)[O-])C[S@](=O)C |r|